3-((S)-2,2-di((Z)-heptadeca-8-en-1-yl)-1,3-dioxolan-4-yl)-N,N-dimethylpropane-1-amine C(CCCCCC\C=C/CCCCCCCC)C1(OC[C@@H](O1)CCCN(C)C)CCCCCCC\C=C/CCCCCCCC